2-[[3-[2-(3-bromophenyl)-5-fluorophenyl]-4-methylpyrazol-1-yl]methoxy]ethyl-trimethylsilane BrC=1C=C(C=CC1)C1=C(C=C(C=C1)F)C1=NN(C=C1C)COCC[Si](C)(C)C